FC(CNC(OC1CN(CC1(F)F)C=1C=2N(N=C(C1)C=1C(=NC(=NC1)OC)OC)N=CN2)=O)(F)F 1-(6-(2,4-dimethoxypyrimidin-5-yl)[1,2,4]triazolo[1,5-b]pyridazin-8-yl)-4,4-difluoropyrrolidin-3-yl (2,2,2-trifluoroethyl)carbamate